BrCCCCCOC=1C2=CC=CC=C2C=C2C=CC=CC12 9-((5-bromopentyl)oxy)anthracene